Cl.Cl.N1=CC=CC=2C=CCC(C12)=O quinolin-8-one dihydrochloride